Methyl (R)-8-(4,4-difluorocyclohexyl)-9-(3-((1-(3-fluoropropyl)pyrrolidin-3-yl)oxy)phenyl)-6,7-dihydro-5H-benzo[7]annulene-3-carboxylate FC1(CCC(CC1)C=1CCCC2=C(C1C1=CC(=CC=C1)O[C@H]1CN(CC1)CCCF)C=CC(=C2)C(=O)OC)F